C(C)(=O)N1CC(CCC1)[C@@H]1N(C[C@H](CC1)C)C(C(=O)NC=1C=NC(=C(C1)C)N)=O 2-[(2R,5S)-2-(1-acetyl-3-piperidyl)-5-methyl-1-piperidyl]-N-(6-amino-5-methyl-3-pyridyl)-2-oxo-acetamide